2-(((1r,4r)-4-((Phenyl(pyridine-2-yl)carbamoyloxy)methyl)cyclohexyl)methoxy)acetic Acid C1(=CC=CC=C1)N(C(=O)OCC1CCC(CC1)COCC(=O)O)C1=NC=CC=C1